(R)-5-((6-(2-(ethoxy-methoxy)-6-methyl-4-(trifluoromethyl)phenyl)-2H-pyrazolo[3,4-b]pyridin-2-yl)methyl)-oxazolidin-2-one C(C)OCOC1=C(C(=CC(=C1)C(F)(F)F)C)C=1C=CC=2C(N1)=NN(C2)C[C@H]2CNC(O2)=O